5-chloro-4-(3-isopropyl-1,2,3-benzotriazol-5-yl)-N-(piperidin-4-yl)pyrimidin-2-amine TFA salt OC(=O)C(F)(F)F.ClC=1C(=NC(=NC1)NC1CCNCC1)C1=CC2=C(N=NN2C(C)C)C=C1